4-(difluoromethylene)cyclohexanone FC(=C1CCC(CC1)=O)F